FC=1C=C(C=C(C1)F)[C@@H]1CC[C@H]2OC3(C(N21)=O)CN(C3)C3=CC=CC=2N3N=CN2 (5'S,7a'R)-5'-(3,5-difluorophenyl)-1-([1,2,4]triazolo[1,5-a]pyridin-5-yl)tetrahydro-3'H-spiro[azetidine-3,2'-pyrrolo[2,1-b][1,3]oxazol]-3'-one